C(C1=CC=CC=C1)(C1=CC=CC=C1)NC1CCC(CC1)OCC(C)(O)C 1-(((1r,4r)-4-(benzhydrylamino)cyclohexyl)oxy)-2-methylpropan-2-ol